[Si](C)(C)(C(C)(C)C)OCC#CCO[C@H]1[C@H](C2=CC=CC=C2C1)NC(OC(C)(C)C)=O tert-Butyl [(1S,2R)-2-({4-[(tert-butyldimethylsilyl)oxy]but-2-yn-1-yl}oxy)-2,3-dihydro-1H-inden-1-yl]carbamate